5-chloro-N4-(3-methoxyphenyl)-N2-(5-(4-methylpiperazin-1-yl)pyridin-2-yl)pyrimidine-2,4-diamine ClC=1C(=NC(=NC1)NC1=NC=C(C=C1)N1CCN(CC1)C)NC1=CC(=CC=C1)OC